3-phenyl-4-acetyl-5-methyl-oxazol-2(3H)-one C1(=CC=CC=C1)N1C(OC(=C1C(C)=O)C)=O